F[P-](F)(F)(F)(F)F.N1(N=NC2=C1C=CC=C2)O[P+](N2CCCC2)(N2CCCC2)N2CCCC2 (1H-benzotriazol-1-yl-oxy)tripyrrolidinophosphonium hexafluorophosphate